BrC=1C=CC(=NC1)N(C1CCC(CC1)C(=O)OC)C methyl (r,4r)-4-[(5-bromopyridin-2-yl)(methyl)amino]cyclohexane-1-carboxylate